4-Ethynylbenzoic acid C(#C)C1=CC=C(C(=O)O)C=C1